(5R,3S)-5-((S)-1-(tert-Butoxycarbonyl)amino-2-(1-(tert-butoxycarbonyl)(indol-3-yl))-ethyl)-3-(4-(tert-butoxycarbonyl)amino-butyl)-2-oxopiperazine C(C)(C)(C)OC(=O)N[C@@H](CC1=CN(C2=CC=CC=C12)C(=O)OC(C)(C)C)[C@@H]1N[C@H](C(NC1)=O)CCCCNC(=O)OC(C)(C)C